6-(4-((cis-5-Isopropylhexahydropyrrolo[3,4-c]pyrrol-2(1H)-yl)methyl)phenyl)-1,4-dimethyl-2-(4-(methylsulfonyl)phenyl)-1H-benzo[d]imidazol C(C)(C)N1C[C@@H]2[C@H](C1)CN(C2)CC2=CC=C(C=C2)C=2C=C(C1=C(N(C(=N1)C1=CC=C(C=C1)S(=O)(=O)C)C)C2)C